Piperidine-acrylamide N1(CCCCC1)C=CC(=O)N